2-[1-(2,6-dioxopiperidin-3-yl)-3-methyl-2-oxo-2,3-dihydro-1H-1,3-benzodiazol-5-yl]acetaldehyde O=C1NC(CCC1N1C(N(C2=C1C=CC(=C2)CC=O)C)=O)=O